O=C1N2CCN(C[C@@H]2CC1)C1=C2C=NN(C2=CC(=C1)S(=O)(=O)NC1(CC1)C#N)C=1SC(=NN1)C(F)F 1-[({4-((1S)-7-oxo-3,6-diazabicyclo[4.3.0]non-3-yl)-1-[5-(difluoromethyl)(1,3,4-thiadiazol-2-yl)]-1H-indazol-6-yl}sulfonyl)amino]cyclopropanecarbonitrile